C(C)(C)(C)OC(=O)N[C@@H](CC1=CC=C(C=C1)NS(O)(=O)=O)C=1N=C(SC1)NC(C(C)(C)C)=O (S)-4-(2-(tert-Butoxycarbonylamino)-2-(2-pivalamidothiazol-4-yl)ethyl)phenylsulfamic acid